C(C)(=O)OCCCCCC\C=C/C=C (7Z)-7,9-decadien-1-yl acetate